tert-butyl (trans-3-(aminomethyl)cyclobutyl)carbamate NC[C@@H]1C[C@H](C1)NC(OC(C)(C)C)=O